N1=C(C=CC=C1)CC(=O)NC1=CC=C(N=N1)[C@@H]1CN(CC1)C1=NN=C(S1)C(=O)NCC1=NC=CC=C1 (S)-5-(3-(6-(2-(pyridin-2-yl)acetamido)pyridazin-3-yl)pyrrolidin-1-yl)-N-(pyridin-2-ylmethyl)-1,3,4-thiadiazole-2-carboxamide